C(=O)C1=CC2=CC=C3C=CC4=CC=C5C=CC6=CC=C1C1=C6C5=C4C3=C21 formyl-coronene